C1(CC1)C=1C=C(C=2N(C1)C=C(N2)CN2C(C1=CC=CC=C1C2=O)=O)N2C(C[C@H](C2)O)=O (R)-2-((6-cyclopropyl-8-(4-hydroxy-2-oxopyrrolidin-1-yl)imidazo[1,2-a]pyridin-2-yl)methyl)isoindoline-1,3-dione